tert-butyl 6-(1-((5-(methoxycarbonyl)pyridin-2-yl)methyl)-1H-1,2,3-triazol-4-yl)-3,4-dihydroisoquinolin-2(1H)-carboxylate COC(=O)C=1C=CC(=NC1)CN1N=NC(=C1)C=1C=C2CCN(CC2=CC1)C(=O)OC(C)(C)C